ClC=1C(=C(C=CC1Cl)O)C1=CC=2N(C=C1)C=C(N2)CC2CC(C2)O 3,4-dichloro-2-(2-((3-hydroxycyclobutyl)methyl)imidazo[1,2-a]pyridin-7-yl)phenol